C1(CC1)S(=O)(=O)NC=1SC=C(N1)C(C(=O)NC1=NC=C(C=C1)C1=NC(=CN=C1)OCC)CC 2-(2-(cyclopropanesulfonamido)thiazol-4-yl)-N-(5-(6-ethoxypyrazin-2-yl)pyridin-2-yl)butanamide